methyl 2-(1-(3-cyclopropyl-6-fluoro-4-oxo-2-(tetrahydro-2H-pyran-4-yl)-3,4-dihydroquinazolin-8-yl)ethoxy)benzoate C1(CC1)N1C(=NC2=C(C=C(C=C2C1=O)F)C(C)OC1=C(C(=O)OC)C=CC=C1)C1CCOCC1